C(=O)(OCC1C2=CC=CC=C2C2=CC=CC=C12)C1C(CCCC1)(C(=O)O)CN Fmoc-aminomethyl-cyclohexanecarboxylic acid